(R)-5-{4-[4-(5,7-dimethylindazol-1-yl)piperidine-1-carbonyl]phenyl}-5-isopropylimidazolidine-2,4-dione CC=1C=C2C=NN(C2=C(C1)C)C1CCN(CC1)C(=O)C1=CC=C(C=C1)[C@@]1(C(NC(N1)=O)=O)C(C)C